C(CCC)[C@H]1N(S(C2=C(N(C1)C1=CC=CC=C1)C=C(C(=C2)OC[C@H](C(=O)O)OC)SC)(=O)=O)C (R)-3-(((R)-3-butyl-2-methyl-7-(methylthio)-1,1-dioxido-5-phenyl-2,3,4,5-tetrahydro-1,2,5-benzothiadiazepin-8-yl)oxy)-2-methoxypropanoic acid